2-methacryloxy-n-pentylthio-5-isopropylthio-1,3,4-thiadiazole C(C(=C)C)(=O)OC(CSC=1SC(=NN1)SC(C)C)CCC